CC1=C(C=C(C=C1)NC(=O)N1C[C@@H](CC1)CC(F)(F)F)C1=CC(=NC(=C1)C(F)(F)F)N1CCOCC1 (3S)-N-[4-methyl-3-[2-(morpholin-4-yl)-6-(trifluoromethyl)pyridin-4-yl]phenyl]-3-(2,2,2-trifluoroethyl)pyrrolidine-1-carboxamide